3-amino-2-((cyclopropylmethyl)amino)-N-(3-fluoro-4-methoxybenzyl)-6-methoxybenzamide NC=1C(=C(C(=O)NCC2=CC(=C(C=C2)OC)F)C(=CC1)OC)NCC1CC1